3-[3-(2H-benzotriazole-2-yl)-5-tert-butyl-4-hydroxyphenyl]propionic acid N=1N(N=C2C1C=CC=C2)C=2C=C(C=C(C2O)C(C)(C)C)CCC(=O)O